BrC=1C=C(C(=NC1)C=1C=C(SC1C)C(=O)OC)OCC1=CC(=CC(=C1)F)F methyl 4-{5-bromo-3-[(3,5-difluorophenyl) methoxy]pyridin-2-yl}-5-methylthiophene-2-carboxylate